8-bromo-2-chloro-3-cyclobutyl-6-methyl-quinazolin-4-one BrC=1C=C(C=C2C(N(C(=NC12)Cl)C1CCC1)=O)C